N,N-bis(2-bromoethyl)methylamine BrCCN(CCBr)C